COC(=O)C1(CN2C(C=3C=CC(=CC13)F)=NC1=C2C=CC=C1)CC1OCCCC1 Methyl-3-fluoro-5-((tetrahydro-2H-pyran-2-yl)methyl)-5,6-dihydrobenzo[4,5]imidazo[2,1-a]isoquinoline-5-carboxylate